CC1=CN=C2N1C=C(C=N2)C=2C=CN1N=C(N=CC12)N[C@@H](C(F)(F)F)C (R)-5-(3-methylimidazo[1,2-a]pyrimidin-6-yl)-N-(1,1,1-trifluoropropan-2-yl)pyrrolo[2,1-f][1,2,4]triazin-2-amine